((1S,4R,6R)-6-((5-(difluoromethyl)pyridin-2-yl)oxy)-2-azabicyclo[2.2.1]heptan-2-yl)(6-methyl-3-(2H-1,2,3-triazol-2-yl)pyridin-2-yl)methanone FC(C=1C=CC(=NC1)O[C@@H]1C[C@@H]2CN([C@H]1C2)C(=O)C2=NC(=CC=C2N2N=CC=N2)C)F